1-[4-[4-[3-methyl-4-[[(1R)-1-phenylethoxy]carbonylamino]isoxazol-5-yl]-1-piperidyl]phenyl]cyclopropanecarboxylic acid CC1=NOC(=C1NC(=O)O[C@H](C)C1=CC=CC=C1)C1CCN(CC1)C1=CC=C(C=C1)C1(CC1)C(=O)O